5-[(4R,8R,9aS)-4-methyl-8-(6-piperazin-1-yl-3-pyridyl)-1,3,4,6,7,8,9,9a-octahydropyrido[1,2-a]pyrazin-2-yl]quinoline-8-carbonitrile C[C@@H]1CN(C[C@H]2N1CC[C@H](C2)C=2C=NC(=CC2)N2CCNCC2)C2=C1C=CC=NC1=C(C=C2)C#N